tributyl-n-dodecylphosphonium tetrakis(pentafluorophenyl)borate tert-butyl-N-[(1R)-1-(methoxymethyl)-2-(2,4,6-trichloropyrimidin-5-yl)oxy-ethyl]carbamate C(C)(C)(C)OC(N[C@@H](COC=1C(=NC(=NC1Cl)Cl)Cl)COC)=O.FC1=C(C(=C(C(=C1[B-](C1=C(C(=C(C(=C1F)F)F)F)F)(C1=C(C(=C(C(=C1F)F)F)F)F)C1=C(C(=C(C(=C1F)F)F)F)F)F)F)F)F.C(CCC)[P+](CCCCCCCCCCCC)(CCCC)CCCC